2-(1-((1R,3s,5S)-8-azabicyclo[3.2.1]octan-3-yl)-1H-pyrazolo[3,4-c]pyridazin-5-yl)-5-(1-methyl-1H-pyrazol-4-yl)phenol [C@H]12CC(C[C@H](CC1)N2)N2N=CC=1C2=NN=C(C1)C1=C(C=C(C=C1)C=1C=NN(C1)C)O